O(CCOCC1=CC=C(C=C1)B(O)O)CCOCC1=CC=C(C=C1)B(O)O ((((oxybis(ethane-2,1-diyl))bis(oxy))bis(methylene))bis(4,1-phenylene))diboronic acid